ethyl rac-(4S,SR)-3-[6-(difluoromethyl)-2-methoxy-3-pyridyl]-4,5-dimethyl-5-(trifluoromethyl)tetrahydrofuran-2-carboxylate FC(C1=CC=C(C(=N1)OC)C1[C@H](OC([C@H]1C)(C(F)(F)F)C)C(=O)OCC)F |r|